6-phenyl-6-((triethylsilyl)oxy)hex-1-en-3-one C1(=CC=CC=C1)C(CCC(C=C)=O)O[Si](CC)(CC)CC